NC\C=C(\CN1C=NC2=C1C=C(C=C2C=2C=NC=NC2)C#N)/F (Z)-1-(4-amino-2-fluorobut-2-en-1-yl)-4-(pyrimidin-5-yl)-1H-benzo[d]imidazole-6-carbonitrile